C1(CC1)OC1=C(C=C(C(=O)NC[C@](C(F)(F)F)(O)C=2C=C3C(=C(N2)C2=CC=C(C=C2)F)OC[C@@]3(N3N=NC=C3)C)C=C1)OC 4-cyclopropoxy-3-methoxy-N-((S)-3,3,3-trifluoro-2-((R)-7-(4-fluorophenyl)-3-methyl-3-(1H-1,2,3-triazol-1-yl)-2,3-dihydrofuro[2,3-c]pyridin-5-yl)-2-hydroxypropyl)benzamide